C(C)(=O)O.OC1=C(C=CC=C1)[Na] hydroxyphenyl-sodium acetate